(4-((2-chlorophenyl)amino)-6-((2,3-dihydro-1H-inden-2-yl)carbamoyl)pyridin-2-yl)carbamic acid tert-butyl ester C(C)(C)(C)OC(NC1=NC(=CC(=C1)NC1=C(C=CC=C1)Cl)C(NC1CC2=CC=CC=C2C1)=O)=O